(S)-3-((2-amino-5-(methylcarbamoyl)phenyl)amino)-4,4-dimethylvaleric acid methyl ester COC(C[C@@H](C(C)(C)C)NC1=C(C=CC(=C1)C(NC)=O)N)=O